COC(C(C)(C=1C=C(C=CC1)C)N1N=CC=2C1=NC(=NC2Cl)N)=O 2-(6-amino-4-chloro-1H-pyrazolo[3,4-d]pyrimidin-1-yl)-2-(m-tolyl)propionic acid methyl ester